Cl.C1(CCCC1)NN cyclopentylhydrazine HCl salt